[Si](C1=CC=CC=C1)(C1=CC=CC=C1)(C(C)(C)C)\C=C/1\C(=CC(O1)=O)CCC (Z)-5-((tert-butyldiphenylsilyl)methylene)-4-propylfuran-2(5H)-one